(3-morpholinopropyl)dimethoxymethylsilane O1CCN(CC1)CCC[SiH2]C(OC)OC